6-(3-chloro-phenyl)-2-methyl-pyrimidine-4-carboxylic acid pyridin-3-yl-amide N1=CC(=CC=C1)NC(=O)C1=NC(=NC(=C1)C1=CC(=CC=C1)Cl)C